ClC1=NC=C(C(=C1)C1=C(C=NC(=C1)C)C(=O)NC=1SC2=C(N1)CN(C2)C(C2=NC(=CC(=C2)Cl)C)=O)OC 2'-chloro-N-(5-(4-chloro-6-methylpicolinoyl)-5,6-dihydro-4H-pyrrolo[3,4-d]thiazol-2-yl)-5'-methoxy-6-methyl-[4,4'-bipyridine]-3-carboxamide